2-((3S,5R)-5-(2,3-dichloro-6-hydroxyphenyl)pyrrolidin-3-yl)-1-(3-hydroxy-3-(hydroxymethyl)azetidin-1-yl)ethan-1-one ClC1=C(C(=CC=C1Cl)O)[C@H]1C[C@H](CN1)CC(=O)N1CC(C1)(CO)O